CN(S(=O)(=O)NC(=O)[C@H]1[C@H]([C@@]2([C@@](OC3=C2C(=CC(=C3)OC)OC)([C@@H]1C1=CC=CC=C1)C1=CC=C(C=C1)OC)O)O)C (1R,2R,3S,3aR,8bS)-N-(N,N-dimethylsulfamoyl)-1,8b-dihydroxy-6,8-dimethoxy-3a-(4-methoxyphenyl)-3-phenyl-2,3,3a,8b-tetrahydro-1H-cyclopenta[b]benzofuran-2-carboxamide